methyl 1-(2-((1R,3S,5R)-3-((6-bromo-3-methylpyridin-2-yl)carbamoyl)-5-methyl-2-azabicyclo[3.1.0]hexan-2-yl)-2-oxoethyl)-5-(2-methylpyrimidin-5-yl)-1H-indazole-3-carboxylate BrC1=CC=C(C(=N1)NC(=O)[C@H]1N([C@@H]2C[C@@]2(C1)C)C(CN1N=C(C2=CC(=CC=C12)C=1C=NC(=NC1)C)C(=O)OC)=O)C